(4-bromophenyl)(4,4-difluoropiperidin-1-yl)methanone tert-butyl-6-(triazol-1-yl)-1,4-oxazepane-4-carboxylate C(C)(C)(C)OC(=O)N1CCOCC(C1)N1N=NC=C1.BrC1=CC=C(C=C1)C(=O)N1CCC(CC1)(F)F